ClC=1C=C(C=CC1OCC1=NC=CC=C1)NC1=NC=NC2=CC=C(C(=C12)OC)NC(\C=C\[C@@H]1N(CCC1)CCOC)=O (R,E)-N-(4-((3-Chloro-4-(pyridin-2-ylmethoxy)phenyl)amino)-5-methoxyquinazoline-6-yl)-3-(1-(2-methoxyethyl)pyrrolidin-2-yl)acrylamide